6-(4-cyano-3-fluorophenyl)-4-methoxypicolinic acid C(#N)C1=C(C=C(C=C1)C1=CC(=CC(=N1)C(=O)O)OC)F